2-(6-ethoxy-4-(4-fluoro-2-(4-methyl-4H-1,2,4-triazol-3-yl)phenyl)pyridin-2-yl)-7-methoxy-3-oxoisoindoline-5-carbaldehyde C(C)OC1=CC(=CC(=N1)N1CC2=C(C=C(C=C2C1=O)C=O)OC)C1=C(C=C(C=C1)F)C1=NN=CN1C